2,4,6-trinitro-styrene [N+](=O)([O-])C1=C(C=C)C(=CC(=C1)[N+](=O)[O-])[N+](=O)[O-]